7-(4,7-diazaspiro[2.5]oct-7-yl)-2-(2,8-dimethylimidazo[1,2-b]pyridazine-6-yl)pyrido[1,2-a]pyrimidin-4-one C1CC12NCCN(C2)C=2C=CC=1N(C(C=C(N1)C=1C=C(C=3N(N1)C=C(N3)C)C)=O)C2